C(C)S(=O)(=O)C1=CC=C(CNC(=O)C=2C(N(C(=C(C2)C(=O)N2OCCC2)C)C2=CC(=CC=C2)C(F)(F)F)=O)C=C1 5-(isoxazolidine-2-carbonyl)-6-methyl-2-oxo-1-(3-trifluoromethyl-phenyl)1,2-dihydro-pyridine-3-carboxylic acid 4-ethanesulfonyl-benzylamide